C(C)(C)(C)[Si](OCC#C)(C)C tert-butyldimethyl(prop-2-yn-1-yloxy)silane